(6R)-17-amino-12-oxazol-2-yl-6,15-bis(trifluoromethyl)-19-oxa-3,4,13,18-tetrazatricyclo[12.3.1.12,5]nonadeca-1(18),2,4,14,16-pentaen-6-ol NC1=CC(=C2NC(CCCCC[C@](C3=NN=C(C1=N2)O3)(O)C(F)(F)F)C=3OC=CN3)C(F)(F)F